N1N=C(C=C1)OB(O)O pyrazolyl-boric acid